4-{[3-(benzyloxy)-2-(1,3-dioxolan-2-yl)phenyl]methoxy}-2-chloropyridine C(C1=CC=CC=C1)OC=1C(=C(C=CC1)COC1=CC(=NC=C1)Cl)C1OCCO1